(3-(4-Carboxybenzyl)-1,2,3-oxadiazol-3-ium-5-yl)((3-(2-phenylacetamido)-5-(trifluoromethyl)-phenyl)carbamoyl)amide C(=O)(O)C1=CC=C(C[N+]2=NOC(=C2)[N-]C(NC2=CC(=CC(=C2)C(F)(F)F)NC(CC2=CC=CC=C2)=O)=O)C=C1